COC1=NC=CC=C1C=1C=NC(=CC1)C(C(CNC1=NC=C(C=N1)SC)C)N 1-(2'-methoxy-[3,3'-bipyridyl]-6-yl)-2-methyl-N3-(5-(methylthio)pyrimidin-2-yl)propane-1,3-diamine